FN(F)F TRIFLUOROAMINE